C(C)OC(=O)C=1NC2=C(C=CC=C2C1)Br 7-Bromo-1H-indole-2-carboxylic acid ethyl ester